N1(CCC1)C(=O)C1=CC=2C(=C3C4(NC(NC3=C(C2)Cl)=O)CCCCC4)O1 2'-(azetidine-1-carbonyl)-5'-chloro-7',8'-dihydro-6'H-spiro[cyclohexane-1,9'-furo[2,3-f]quinazoline]-7'-one